S(=O)(=O)(O)[O-].[Na+] sodium hydrogen-sulfate